COC(=O)N1C(CC(CC1)(C=O)CC1=C(C(=C(C=C1)Br)C(=O)OC)F)C(C)(C)C tert-butyl-4-(4-bromo-2-fluoro-3-(methoxycarbonyl)benzyl)-4-formylpiperidine-1-carboxylic acid methyl ester